FC1=C2C=CNC2=CC(=C1OC=1C=CC(=C(C1)N1N=C(C2=C1CCC2)C(C)C=2C(=C(C=CC2)CCC(=O)O)F)F)F 3-[3-[1-[1-[5-[(4,6-difluoro-1H-indol-5-yl)oxy]-2-fluoro-phenyl]-5,6-dihydro-4H-cyclopenta[c]pyrazol-3-yl]ethyl]-2-fluoro-phenyl]propanoic acid